3-Isopropyl-3-azabicyclo[3.1.0]hexan-6-yl(8-amino-7-fluoro-6-(8-methyl-2,3-dihydro-1H-pyrido[2,3-b][1,4]oxazin-7-yl)isoquinolin-3-yl)carbamate C(C)(C)N1CC2C(C2C1)N(C([O-])=O)C=1N=CC2=C(C(=C(C=C2C1)C1=C(C2=C(OCCN2)N=C1)C)F)N